FC=1C(=NC=C(C1)C(F)(F)F)OC=1C=CC(=C(C1)NC(=O)[C@H]1NCCC1)OC (S)-N-(5-((3-Fluoro-5-(trifluoromethyl)pyridin-2-yl)oxy)-2-methoxyphenyl)pyrrolidine-2-carboxamide